ClC1=C(C=CC=C1)C1=NN2C(=NC=3C=CC=CC3C2=N1)NC=1C(N=CC=CC1)=O (3R)-3-{[2-(2-chlorophenyl)[1,2,4]triazolo[1,5-c]quinazolin-5-yl]amino}azepin-2-one